(4aS,6aR,6bS,8aR,12aS,14aR,14bS)-l-1-cyano-2,2,6a,6b,9,9,12a-heptamethyl-10,14-dioxo-1,3,4,5,6,6a,6b,7,8,8a,9,10,12a,14,14a,14b-hexadecahydropicene-4a(2H)-carboxylic acid C(#N)C1C(CC[C@@]2(CC[C@]3([C@@]4(CC[C@H]5C(C(C=C[C@@]5(C4=CC([C@@H]3[C@@H]21)=O)C)=O)(C)C)C)C)C(=O)O)(C)C